CC1=CC=C(C=C1)S(=O)(=O)OCCCOC1=C2C(N(C(C2=CC=C1)=O)C1C(NC(CC1)=O)=O)=O 3-[2-(2,6-dioxo-3-piperidyl)-1,3-dioxo-isoindolin-4-yl]oxypropyl 4-methylbenzenesulfonate